C(C)(C)(C)S(=O)\N=C\C1=NN2C(CN(CCC2)C(=O)OC(C)(C)C)=C1 tert-butyl 2-[(E)-tert-butylsulfinyliminomethyl]-4,6,7,8-tetrahydropyrazolo[1,5-a][1,4]diazepine-5-carboxylate